ClC1=C(C=C2C(=C(N(C2=C1F)C)C1=NC(=NN1)C(C)O)N1C=NC=C1)OC (5-(6-chloro-7-fluoro-3-(1H-imidazol-1-yl)-5-methoxy-1-methyl-1H-indol-2-yl)-1H-1,2,4-triazol-3-yl)ethan-1-ol